C(C)N1N=C(C(=C1C)C(=O)OCC)C Ethyl 1-ethyl-3,5-dimethyl-1H-pyrazole-4-carboxylate